3-[METHOXY(METHYL)CARBAMOYL]-5-NITROPHENYLBORONIC ACID CON(C(=O)C=1C=C(C=C(C1)[N+](=O)[O-])B(O)O)C